(4-methoxyphenyl)(trityl)sulfane COC1=CC=C(C=C1)SC(C1=CC=CC=C1)(C1=CC=CC=C1)C1=CC=CC=C1